para-di(2-hydroxyethoxy)benzene OCCOC1=CC=C(C=C1)OCCO